OC1=C(C=CC=C1)C(C=CCCC)=O 1-(2-hydroxyphenyl)hex-2-en-1-one